ClC=1C=C(C=C(C1)C1=NOC=N1)NCCC1=CC=C(C=C1)CCN1[C@@H]([C@H]([C@@H]([C@H](C1)O)O)O)CO (2R,3R,4R,5S)-1-{2-[4-(2-{[3-chloro-5-(1,2,4-oxadiazol-3-yl)phenyl]amino}ethyl)phenyl]ethyl}-2-(hydroxymethyl)piperidine-3,4,5-triol